(S)-N-((4-bromothiophen-2-yl)(cyclopropyl)methyl)-2-methylpropane-2-sulfinamide BrC=1C=C(SC1)C(N[S@@](=O)C(C)(C)C)C1CC1